4-chloro-1-(cyclobutylmethoxy)-2-iodobenzene ClC1=CC(=C(C=C1)OCC1CCC1)I